C(C1=CC=CC=C1)OC(=O)N1O[C@@H](C(N2C1CN(C([C@@H]2CC(C)C)=O)CCC(=O)O)=O)CC(C)C 3-((3R,6S)-1-((benzyloxy)carbonyl)-3,6-diisobutyl-4,7-dioxohexahydropyrazino[2,1-c][1,2,4]oxadiazin-8(1H)-yl)propanoic acid